CN(C(C=C)=O)[C@@H]1C[C@H](C1)OC=1C=2N(C=C(N1)C=1C=NN(C1)C)N=CC2C N-methyl-N-((trans)-3-((3-methyl-6-(1-methyl-1H-pyrazol-4-yl)pyrazolo[1,5-a]pyrazin-4-yl)oxy)cyclobutyl)acrylamide